ClC1=C2C(=NC=C1C#CC1CCCC1)NC=C2 4-chloro-5-(cyclopentylethynyl)-1H-pyrrolo[2,3-b]pyridine